ONC1(C(=NN(C1=O)C)C1=CC=CC=C1)CC(=O)O 2-[4-(hydroxyamino)-1-methyl-5-oxo-3-phenyl-4,5-dihydro-1H-pyrazol-4-yl]acetic acid